FC(C(=O)C=1SC=CC1)(F)F trifluoroacetyl-thiophene